2-(2-(6-((cis)-2,6-dimethylmorpholino)pyridin-2-yl)-1,6-naphthyridin-7-yl)-N-(3-((fluoromethyl)sulfonyl)phenyl)acetamide C[C@@H]1O[C@@H](CN(C1)C1=CC=CC(=N1)C1=NC2=CC(=NC=C2C=C1)CC(=O)NC1=CC(=CC=C1)S(=O)(=O)CF)C